CCC(C)(C)O dimethyl-isopropyl alcohol